4-nitrophenyl ((1-(pyridin-2-yldisulfaneyl)cyclobutyl)methyl) carbonate C(OC1=CC=C(C=C1)[N+](=O)[O-])(OCC1(CCC1)SSC1=NC=CC=C1)=O